CC(C(C(=O)O)=O)C Methyl-2-Oxobutyric Acid